C(C1=CC=CC=C1)OC=1C=C2CCNC(C2=CC1OC)\C=C\C=1C=C(C=CC1C)C1=CC=C(C=C1)N1N=CC=C1 6-(benzyloxy)-7-methoxy-1-{(E)-2-[4-methyl-4'-(1H-pyrazol-1-yl)[1,1'-biphenyl]-3-yl]ethenyl}-1,2,3,4-tetrahydroisoquinoline